Natrium (S)-3-(3-(1,6-Dimethyl-4-oxido-2-oxo-1,2-dihydropyridin-3-yl)ureido)-3-(4-fluoro-2',6'-dimethylbiphenyl-3-yl)propanoat CN1C(C(=C(C=C1C)[O-])NC(N[C@@H](CC(=O)[O-])C=1C=C(C=CC1F)C1=C(C=CC=C1C)C)=O)=O.[Na+].[Na+]